COC1=CC(=CC(=C1[O-])O)/C=C/C(=O)O The molecule is a monocarboxylic acid anion that is the conjugate base of 5-hydroxyferulic acid, obtained by the deprotonation of the carboxy group; major species at pH 7.3. It is a conjugate base of a 5-hydroxyferulic acid.